ethyl 2-(4-bromomethyl-benzyloxy)-2-methylpropionate BrCC1=CC=C(COC(C(=O)OCC)(C)C)C=C1